NC1=C(C=C(C2=CC=CC=C12)Br)C(=O)C=1C2=CN(N=C2C(=CC1)F)C1OCCCC1 (1-amino-4-bromonaphthalen-2-yl)-[7-fluoro-2-(oxan-2-yl)indazol-4-yl]methanone